4-amino-1-beta-D-arabinofuranosyl-2(1H)-pyrimidinone NC1=NC(N(C=C1)[C@H]1[C@@H](O)[C@H](O)[C@H](O1)CO)=O